CN1N=C(C(=C1)C1=C2C(=NC=C1)NC=C2)C=2N=CSC2 4-(1-methyl-4-(1H-pyrrolo[2,3-b]pyridin-4-yl)-1H-pyrazol-3-yl)thiazole